2-(2-methoxy-4-pyridinyl)-6-methyl-aniline COC1=NC=CC(=C1)C1=C(N)C(=CC=C1)C